N1C=CC=2C1=NC=CC2C2=CC(=C(OC[C@](CC(C)C)(N)C)C=C2)C(F)(F)F (S)-1-(4-(1H-pyrrolo[2,3-b]pyridin-4-yl)-2-(trifluoromethyl)phenoxy)-2,4-dimethyl-pentan-2-amine